[Ca+2].O=C([C@H](O)[C@@H](O)[C@H](O)[C@H](O)CO)[O-].O=C([C@H](O)[C@@H](O)[C@H](O)[C@H](O)CO)[O-] ketogluconate calcium salt